(3-{3-[(4-chlorophenoxy)methyl]-1,2,4-oxadiazol-5-yl}bicyclo[1.1.1]pentan-1-yl)-2-(4-methylphenoxy)acetamide Methyl-(2-aminobenzoyl)-L-phenylalaninate CN([C@@H](CC1=CC=CC=C1)C(=O)O)C(C1=C(C=CC=C1)N)=O.ClC1=CC=C(OCC2=NOC(=N2)C23CC(C2)(C3)C(C(=O)N)OC3=CC=C(C=C3)C)C=C1